O=C1[C@H](C[C@H]2[C@@H](C[C@@H]3N1[C@@H](CC3)C(=O)N3C[C@H](CC3)C3=CC=CC=C3)O2)NC(OC(C)(C)C)=O tert-butyl ((1aS,3S,6S,8aR,9aR)-4-oxo-6-((R)-3-phenylpyrrolidine-1-carbonyl)decahydrooxireno[2,3-d]pyrrolo[1,2-a]azocin-3-yl)carbamate